CC1=NN(C2=C1CN(CC2)C2=C1C(=NC(=C2)C)N(N=C1)C([2H])([2H])[2H])CC12CCC(CC1)(CC2)N 4-((3-methyl-5-(6-methyl-1-(trideuteromethyl)-1H-pyrazolo[3,4-b]pyridin-4-yl)-4,5,6,7-tetrahydro-1H-pyrazolo[4,3-c]pyridin-1-yl)methyl)bicyclo[2.2.2]octan-1-amine